N-(4-bromobenzyl)-2-(9H-carbazol-2-yl)acetamide BrC1=CC=C(CNC(CC2=CC=3NC4=CC=CC=C4C3C=C2)=O)C=C1